Butyl-(4-dimethylaminophenyl)phosphine C(CCC)PC1=CC=C(C=C1)N(C)C